3-(4-bromophenyl)-1-(4-methylpiperazin-1-yl)prop-2-yn-1-one BrC1=CC=C(C=C1)C#CC(=O)N1CCN(CC1)C